N1N[C@@H](CCC1)C(=O)OCC(CC1=C(N(C2=CC=C(C=C12)B1OC(C(O1)(C)C)(C)C)CC)C=1C(=NC=CC1)[C@H](C)OC)(C)C 3-(1-ethyl-2-(2-((S)-1-methoxyethyl) pyridin-3-yl)-5-(4,4,5,5-tetramethyl-1,3,2-dioxaborolan-2-yl)-1H-indol-3-yl)-2,2-dimethylpropyl (S)-hexahydropyridazine-3-carboxylate